FC(C1=CC=C(C=C1)NC(CCCC)=O)(F)F N-(4-trifluoromethylphenyl)pentanamide